CC1=NSC(=C1)NC(OCC=1C=C2C(N(CC2=CC1)C1C(NC(CC1)=O)=O)=O)=O (2-(2,6-dioxopiperidin-3-yl)-3-oxoisoindolin-5-yl)methyl (3-methylisothiazol-5-yl)carbamate